2-(tert-butyl)-4-((2R)-4-(3-(4-cyclopropyl-6-methyl-2-(1-(trifluoromethyl)cyclopropyl)pyrimidin-5-yl)-4-fluoro-2-methylbenzyl)-2-methylpiperazin-1-yl)thiazole C(C)(C)(C)C=1SC=C(N1)N1[C@@H](CN(CC1)CC1=C(C(=C(C=C1)F)C=1C(=NC(=NC1C)C1(CC1)C(F)(F)F)C1CC1)C)C